S1C(=NC2=C1C=CC=C2)C2=C(C=CC(=C2)C=2C1=CC=CC=C1C=1C=CC=CC1C2)O 2-(benzothiazol-2-yl)-4-(phenanthren-9-yl)phenol